C1(=CC=CC=C1)C1=NOC(=C1)C=1C=C(C=CC1)CC (3-(3-phenylisoxazol-5-yl)phenyl)ethan